FC1=C(C(=CC(=C1)OCCN1CC(C1)CF)F)[C@H]1N([C@@H](CC2=C1NC1=CC=CC=C21)C)CC(C)(O)C 1-[(1R,3R)-1-[2,6-difluoro-4-[2-[3-(fluoromethyl)azetidin-1-yl]ethoxy]phenyl]-3-methyl-1,3,4,9-tetrahydropyrido[3,4-b]indol-2-yl]-2-methyl-propan-2-ol